S-(1,2-dicarboxyethyl)-cysteine C(=O)(O)C(CC(=O)O)SC[C@H](N)C(=O)O